ClC=1C(=CC(=C(CNCCNC(C)=O)C1)OCC1=CC(=CC=C1)C#N)OCC1=C(C(=CC=C1)C1=C2CCN(C2=CC=C1)CCCN1CC(CC1)O)C N-(2-(5-chloro-2-(m-cyanobenzyloxy)-4-(3-(1-(3-(3-hydroxypyrrolidin-1-yl)propyl)indoline-4-yl)-2-methylbenzyloxy)benzylamino)ethyl)acetamide